1-(tert-butyl)-4-isopropyl-1,6-dihydro-7H-pyrazolo[3,4-d]pyridazin-7-one C(C)(C)(C)N1N=CC2=C1C(NN=C2C(C)C)=O